C(=O)O.BrC=1C=C(C=CC1)[C@@H]1CN(CC2=C(C=C(C=C12)Cl)Cl)C (S)-4-(3-bromophenyl)-6,8-dichloro-2-methyl-1,2,3,4-tetrahydroisoquinoline format